O=C1NC(CCC1N1C(C2=CC=CC(=C2C1=O)NCCOCCOCCOCCOC1=CC=C(C=C1)NC(C)=O)=O)=O N-[4-({1-[2-(2,6-dioxopiperidin-3-yl)-1,3-dioxo-2,3-dihydro-1H-isoindol-4-yl]-4,7,10-trioxa-1-azadodecan-12-yl}oxy)phenyl]acetamide